(((4-chloro-2,3,5,6-tetrafluorophenoxy)methyl)sulfonyl)-5-(chloromethyl)-5-methyl-4,5-dihydroisoxazole ClC1=C(C(=C(OCS(=O)(=O)C2=NOC(C2)(C)CCl)C(=C1F)F)F)F